2-(benzylamino)-N,N-dimethyl-N-(2-((4-methyl-2-(pyrrolidine-1-carbonyl)thiophen-3-yl)amino)-2-oxoethyl)-2-oxoethan-1-aminium chloride [Cl-].C(C1=CC=CC=C1)NC(C[N+](CC(=O)NC1=C(SC=C1C)C(=O)N1CCCC1)(C)C)=O